methyl 2-amino-5-hydroxybenzoate NC1=C(C(=O)OC)C=C(C=C1)O